(S)-1-(4-(1-((4-Acetylmorpholin-2-yl)methyl)-5-(methyl-d3)-1H-benzo[d]imidazol-2-yl)-3,5-difluorophenyl)pyrrolidin-2-one C(C)(=O)N1C[C@@H](OCC1)CN1C(=NC2=C1C=CC(=C2)C([2H])([2H])[2H])C2=C(C=C(C=C2F)N2C(CCC2)=O)F